4-(3',4'-dimethoxy-[1,1'-biphenyl]-4-yl)-N-(pyridin-3-yl)butanamide COC=1C=C(C=CC1OC)C1=CC=C(C=C1)CCCC(=O)NC=1C=NC=CC1